FC1=C(C=C(C=N1)NC(=O)C1=C(N(C(=C1C)C(C(NC=1C=NC=CC1)=O)=O)C)C)C N-(6-fluoro-5-methylpyridin-3-yl)-1,2,4-trimethyl-5-(2-oxo-2-(pyridin-3-ylamino)acetyl)-1H-pyrrole-3-carboxamide